quinazolin-8-nicotinic acid methyl ester COC(C1=CN=CC=C1C=1C=CC=C2C=NC=NC12)=O